4-methylthiobenzoyl-hydrazine CC1=CC=C(C(=S)NN)C=C1